C1(CC1)S(=O)(=O)N1CCC(CC1)NC1=NC=C(C(=N1)C=1C=C2C(=CC(=NC2=C(C1)F)C)C(C)NC(OC(C)(C)C)=O)F Tert-butyl (1-(6-(2-((1-(cyclopropylsulfonyl)piperidin-4-yl)amino)-5-fluoropyrimidin-4-yl)-8-fluoro-2-methylquinolin-4-yl)ethyl)carbamate